FC1=CC=C(C=C1)[C@@H]1N(C[C@H](CC1)C)C(C(=O)NC=1C2=C(C=NC1)C=NN2C2OCCCC2)=O 2-((2R,5S)-2-(4-fluorophenyl)-5-methylpiperidin-1-yl)-2-oxo-N-(1-(tetrahydro-2H-pyran-2-yl)-1H-pyrazolo[4,3-c]pyridin-7-yl)acetamide